C(#N)C=1C=C2C(=CC=NC2=CC1)NC1=NC=C(C(=O)NC2=CC=C(C=C2)NC2=CC=NC=C2)C=C1 6-(6-cyanoquinolin-4-ylamino)-N-(4-(pyridin-4-ylamino)phenyl)nicotinamide